N1(C=NC=C1)C1=CC=C(C=N1)OCCON1C(C2=CC=CC=C2C1=O)=O 2-((6-(1H-imidazol-1-yl)pyridin-3-yl)oxy)ethoxyisoindoline-1,3-dione